R-(+)-6,8-dichlorooctanoic acid Cl[C@H](CCCCC(=O)O)CCCl